FC1=CC(=CC2=C1N=C(S2)NC(=O)C2CN(CCC2)C(=O)OC(C)(C)C)F tert-butyl 3-[(4,6-difluoro-1,3-benzothiazol-2-yl) carbamoyl]piperidine-1-carboxylate